tert-butyl N-[(1R)-1-[[4-[1-(benzenesulfonyl)pyrrolo[2,3-b]pyridin-4-yl]-3-chloro-phenyl]carbamoyl]-3-methyl-butyl]carbamate C1(=CC=CC=C1)S(=O)(=O)N1C=CC=2C1=NC=CC2C2=C(C=C(C=C2)NC(=O)[C@@H](CC(C)C)NC(OC(C)(C)C)=O)Cl